C(C1=CC=CC=C1)OC1=C(C(=CC=C1)C)C1=NC(=NC(=C1)OC[C@@H](CC(C)(C)C)NCC1=NC=C(C=C1)N1CCOCC1)NS(=O)(=O)C=1C=C(C(=O)O)C=CC1 3-[[4-(2-benzyloxy-6-methyl-phenyl)-6-[(2R)-4,4-dimethyl-2-[(5-morpholino-2-pyridyl)methylamino]pentoxy]pyrimidin-2-yl]sulfamoyl]benzoic acid